COC1=CC2=C([C@]3([C@@](O2)([C@@H]([C@H]([C@H]3O)C=3OC(=NN3)NC)C3=CC=CC=C3)C3=CC=C(C=C3)OC)O)C(=C1)OC |r| rac-(1R,2R,3S,3aR,8bS)-6,8-dimethoxy-3a-(4-methoxyphenyl)-2-(5-(methylamino)-1,3,4-oxadiazol-2-yl)-3-phenyl-2,3,3a,8b-tetrahydro-1H-cyclopenta[b]benzofuran-1,8b-diol